p-toluenesulfonic acid pyridine salt N1=CC=CC=C1.CC1=CC=C(C=C1)S(=O)(=O)O